N3-(2-chloropyrido[3,4-d]pyrimidin-4-yl)-N1,N1,3-trimethylbutane-1,3-diamine ClC=1N=C(C2=C(N1)C=NC=C2)NC(CCN(C)C)(C)C